methyl (E)-2-[2-[3-(pyrimidin-2-yloxy) phenoxy] phenyl]-3-methoxyacrylate N1=C(N=CC=C1)OC=1C=C(OC2=C(C=CC=C2)/C(/C(=O)OC)=C\OC)C=CC1